(±)-tert-Butyl 3-(4-(3-cyano-7-(cyclopropylamino)pyrazolo[1,5-a]pyrimidin-5-ylamino)-2-(methylsulfinylmethyl)phenyl)-5,6-dihydropyridine-1(2H)-carboxylate C(#N)C=1C=NN2C1N=C(C=C2NC2CC2)NC2=CC(=C(C=C2)C=2CN(CCC2)C(=O)OC(C)(C)C)C[S@](=O)C |r|